ClC=1C=C(C=CC1F)NC(N(CC1=CN=CC2=CC=CC=C12)CC)=O 3-(3-Chloro-4-fluorophenyl)-1-ethyl-1-(isoquinolin-4-ylmethyl)urea